2'-(5-Bromo-2-hydroxyphenyl)-1',3-dimethyl-1-phenyl-3'H-spiro[pyrazole-4,9'-pyrazolo[1,2-a]indazole]-3',5(1H)-dione BrC=1C=CC(=C(C1)C1=C(N2N(C=3C=CC=CC3C23C(=NN(C3=O)C3=CC=CC=C3)C)C1=O)C)O